(R,Z)-1-(4-fluoro-4-(5-((1-(2-methyl-3-(trifluoromethyl)phenyl)ethyl)imino)-8,9-dihydro-5H-oxazolo[3,2-a]pyrido[4,3-e]pyrimidin-3-yl)piperidin-1-yl)ethan-1-one FC1(CCN(CC1)C(C)=O)C1=CC=2/C(/N=C3N(C2C=N1)CCO3)=N/[C@H](C)C3=C(C(=CC=C3)C(F)(F)F)C